3-(ISOPROPYLAMINO)PROPANOIC ACID C(C)(C)NCCC(=O)O